C1(=CC=C(C=C1)N(C1=CC=C(C=C1)OB(O)O)C1=CC=C(C=C1)C)C (4-(di-p-toluylamino)phenyl)boric acid